5-(1H-imidazol-4-yl)pentan-1-amine N1C=NC(=C1)CCCCCN